C1(CCC1)C=1C(=NN2C1C(NC(=C2)C2=CC(=C(C=C2)C)F)=O)C(=O)OCC Ethyl 3-cyclobutyl-6-(3-fluoro-4-methylphenyl)-4-oxo-4,5-dihydropyrazolo[1,5-a]pyrazine-2-carboxylate